Francium chloro-hydroxybenzoate ClC=1C(=C(C(=O)[O-])C=CC1)O.[Fr+]